CNC1CC2=C(C=C(S2)C(F)(F)F)CC1 N-methyl-2-(trifluoromethyl)-4,5,6,7-tetrahydrobenzothiophen-6-amine